4-{(2R,5S)-2-[8-amino-5-chloro-1-(2-fluoro-4-{[4-(trifluoromethyl)pyridin-2-yl]carbamoyl}phenyl)imidazo[1,5-a]pyrazin-3-yl]-5-methylmorpholin-4-yl}-1-methylcyclohexanecarboxylic acid NC=1C=2N(C(=CN1)Cl)C(=NC2C2=C(C=C(C=C2)C(NC2=NC=CC(=C2)C(F)(F)F)=O)F)[C@H]2CN([C@H](CO2)C)C2CCC(CC2)(C(=O)O)C